3,4-dichloro-2(5H)-furanone ClC=1C(OCC1Cl)=O